C(C=C)C1C(=O)OC(C1)=O allylSuccinic anhydride